ClC1=C(C(=C(N=N1)OC1=C(C(=CC=C1)Cl)F)C(=O)NCC(F)(F)C1=C(C=C(C=C1)C)C)C 6-chloro-3-(3-chloro-2-fluoro-phenoxy)-N-[2-(2,4-dimethylphenyl)-2,2-difluoro-ethyl]-5-methyl-pyridazine-4-carboxamide